C(#N)C1CN(C1)S(=O)(=O)N1C[C@H](CCC1)C(=O)O (S)-1-((3-cyanoazetidin-1-yl)sulfonyl)-piperidine-3-carboxylic acid